di(1-butylhexyl)phosphinic acid C(CCC)C(CCCCC)P(O)(=O)C(CCCCC)CCCC